COC=1C=C(C(=O)N2C(C3=CC=CC=C3C2=O)=O)C=CC1 2-(3-methoxybenzoyl)isoindoline-1,3-dione